C1(CC1)C(=O)NC1=CC=C(COC2=CC=C(C=C2)C=2N=CN(C2)C(=O)OC(C)(C)C)C=C1 tert-butyl 4-(4-((4-(cyclopropanecarboxamido)benzyl)oxy)phenyl)-1H-imidazole-1-carboxylate